The molecule is a (2S)-2-methylacyl-CoA(4-) oxanion arising from deprotonation of the phosphate and diphosphate OH groups of (2S)-2-methyltetradecanoyl-CoA; major species at pH 7.3. It is a (2S)-2-methylacyl-CoA(4-) and a long-chain fatty acyl-CoA(4-). It is a conjugate base of a (2S)-2-methyltetradecanoyl-CoA. CCCCCCCCCCCC[C@H](C)C(=O)SCCNC(=O)CCNC(=O)[C@@H](C(C)(C)COP(=O)([O-])OP(=O)([O-])OC[C@@H]1[C@H]([C@H]([C@@H](O1)N2C=NC3=C(N=CN=C32)N)O)OP(=O)([O-])[O-])O